FC1(CN(C1)C1=CC=C(C=C1)C1CN(C1)C(=O)N1C[C@@H]2[C@@H](OCC(N2)=O)CC1)C (4aR,8aS)-6-[3-[4-(3-Fluoro-3-methyl-azetidin-1-yl)phenyl]azetidine-1-carbonyl]-4,4a,5,7,8,8a-hexahydropyrido[4,3-b][1,4]oxazin-3-one